6-(6-ethoxypyridin-3-yl)-N-((2-fluoro-5-methoxybenzyl)oxy)-N-methylpyrazine-2-carboxamide C(C)OC1=CC=C(C=N1)C1=CN=CC(=N1)C(=O)N(C)OCC1=C(C=CC(=C1)OC)F